[Sb+3].[SiH3][NH-].[SiH3][NH-].[SiH3][NH-] silylamide antimony